BrC=1C=C(C(=C(C1)NC(CC(=O)O)=O)F)Cl 3-((5-bromo-3-chloro-2-fluorophenyl)amino)-3-oxopropanoic acid